NC1=CC=C(OC2=CC=C(C=C2)OC2=CC=C(C=C2)N)C=C1 1,4-bis(4-aminophenoxy)-benzene